C(CC)[Se]CCC n-propyl selenoether